2-methyl-5-((2,3,5,6-tetrafluoro-3'-(methoxy-d3)-[1,1'-biphenyl]-4-yl)carbamoyl)thiazole-4-carboxylic acid CC=1SC(=C(N1)C(=O)O)C(NC1=C(C(=C(C(=C1F)F)C1=CC(=CC=C1)OC([2H])([2H])[2H])F)F)=O